4-fluoro-3-[(Z)-2-fluoro-2-{5-[(4-methylpiperazin-1-yl)methyl]pyridin-3-yl}ethenyl]-N-[(1S,2S)-2-hydroxycyclohexyl]benzamide FC1=C(C=C(C(=O)N[C@@H]2[C@H](CCCC2)O)C=C1)\C=C(\C=1C=NC=C(C1)CN1CCN(CC1)C)/F